ClC=1N=C(NC1[C@H]1[C@H](CN(CC1)S(=O)(=O)C1=CC(=NC=C1)OC)C)C1=NC=C(C=C1)F 2-[4-Chloro-5-[(3R,4R)-1-[(2-methoxy-4-pyridyl)sulfonyl]-3-methyl-4-piperidyl]-1H-imidazol-2-yl]-5-fluoro-pyridine